C(CCCCCC)OCC(CO)(COCCCCCCC)COCCCCCCC 3-(Heptyloxy)-2,2-bis((heptyloxy)methyl)propan-1-ol